ClC=1C(=C2C=C(N=C(C2=CN1)O)O)F 6-chloro-5-fluoro-2,7-naphthyridine-1,3-diol